1-(3-(6-(6-phenoxypyridin-3-yl)quinazolin-8-yl)pyrrolidin-1-yl)prop-2-en-1-one O(C1=CC=CC=C1)C1=CC=C(C=N1)C=1C=C2C=NC=NC2=C(C1)C1CN(CC1)C(C=C)=O